N1(CCCC2=CC=CC=C12)CCCNC=1C2=C(N=C(N1)C(F)(F)F)SC(=C2)C N-(3-(3,4-dihydroquinolin-1(2H)-yl)propyl)-6-methyl-2-(trifluoromethyl)thieno[2,3-d]pyrimidin-4-amine